N-(2-cyclohexen-1-ylethyl)-2,3-dioxo-quinoxaline-6-carboxamide C1(=CCCCC1)CCNC(=O)C1=CC2=NC(C(N=C2C=C1)=O)=O